FC(C=1C(=C(C=CC1)C(C)NC=1C2=C(N=C(N1)C)N=C(C(=C2)C2(CC2)C(F)F)OC2COC2)F)F N-(1-(3-(difluoromethyl)-2-fluorophenyl)ethyl)-6-(1-(difluoromethyl)cyclopropyl)-2-methyl-7-(oxetan-3-yloxy)pyrido[2,3-d]pyrimidin-4-amine